OC1C2=C(N(CCC1)CC1=CC=C(C(=O)NO)C=C1)C=CC=C2 4-((5-hydroxy-2,3,4,5-tetrahydro-1H-benzo[b]azepin-1-yl)methyl)-N-hydroxybenzamide